4-chloro-2-methylnicotinic acid ethyl ester C(C)OC(C1=C(N=CC=C1Cl)C)=O